(3-aminoazepan-1-yl)methanone hydrochloride Cl.NC1CN(CCCC1)C=O